N'-benzyl-N'-methyl-lysine C(C1=CC=CC=C1)N(CCCC[C@H](N)C(=O)O)C